CC=1SC(=C(N1)C)S(=O)(=O)N1CCC(CC1)C=1C(=CC=2N(N1)C=CN2)C 2,4-dimethyl-5-((4-(7-methylimidazo[1,2-b]pyridazin-6-yl)piperidin-1-yl)sulfonyl)thiazole